2-(5,6-Difluoro-2-oxo-1,4-dihydroquinazolin-3-yl)-N-(1-{1-methyl-2H,3H-pyrido[3,4-b][1,4]oxazin-7-yl}ethyl)acetamide FC1=C2CN(C(NC2=CC=C1F)=O)CC(=O)NC(C)C1=CC2=C(OCCN2C)C=N1